5-((1S,2S)-2-(((tert-butyldiphenylsilyl)oxy)methyl)cyclopropyl)pentanoic acid tert-butyl ester C(C)(C)(C)OC(CCCC[C@@H]1[C@H](C1)CO[Si](C1=CC=CC=C1)(C1=CC=CC=C1)C(C)(C)C)=O